O1CC[C@@H](C2=CC=CC=C12)NC(=O)C=1N=CC2=C(C=CC=C2C1C(C)C)C1=C(C(=CC(=C1)F)F)F N-[(4S)-3,4-dihydro-2H-chromen-4-yl]-4-isopropyl-8-(2,3,5-trifluorophenyl)isoquinoline-3-carboxamide